FC1=C(N[C@@H](C)C=2C=C(C=C3C(N(C(=NC23)N2CCOCC2)C)=O)C)C(=CC(=C1)F)S(=O)(=O)C 8-[(1S)-1-(2,4-difluoro-6-methylsulfonyl-anilino)ethyl]-3,6-dimethyl-2-morpholino-quinazolin-4-one